N-(3,3-dimethyl-1,2,3,5,6,7-hexahydrodicyclopenta[b,e]pyridin-8-yl)-1H-imidazole-1-carboxamide CC1(CCC=2C1=NC1=C(C2NC(=O)N2C=NC=C2)CCC1)C